BrC1=CC(=C([N+](=C1)N)N)C 5-bromo-3-methyl-pyridin-1-ium-1,2-diamine